C1CCCC12CNCC2 7-azaspiro[4.4]nonane